2-((1S,4R)-2-oxabicyclo[2.2.1]heptan-4-yl)-N-(1-cyclopropyl-2-oxo-1,2-dihydropyridin-3-yl)-7-isopropoxyimidazo[1,2-a]pyridine-6-carboxamide [C@H]12OC[C@](CC1)(C2)C=2N=C1N(C=C(C(=C1)OC(C)C)C(=O)NC=1C(N(C=CC1)C1CC1)=O)C2